4-(4,4,5,5-tetramethyl-1,3,2-dioxa-borolan-2-yl)pyridine CC1(OB(OC1(C)C)C1=CC=NC=C1)C